2-cyclopentyl-N-(1,1-dimethylsilinan-4-yl)-4H-pyrrolo[2,3-d]thiazole-5-carboxamide C1(CCCC1)C=1SC2=C(N1)NC(=C2)C(=O)NC2CC[Si](CC2)(C)C